C(#N)C=1C=C(C=CC1)C=1N=C(SC1C1=C2C(=NC(=C1)C)N(N=C2)C(C2=CC=CC=C2)(C2=CC=CC=C2)C2=CC=CC=C2)C2OCC21CN(C1)C(=O)N [4-(3-cyanophenyl)-5-(6-methyl-1-trityl-pyrazolo[3,4-b]pyridin-4-yl)thiazol-2-yl]-2-oxa-6-azaspiro[3.3]heptane-6-carboxamide